C(C1=CC=CC=C1)OC1=C2C(=CNC2=C(C=C1)C)C(C(=O)N(C)C)=O 2-[4-(Benzyloxy)-7-methylindol-3-yl]-N,N-dimethylglyoxylamide